C1(CC1)CCC1(CCC(CC1)=O)C#N 1-(2-cyclopropylethyl)-4-oxocyclohexanecarbonitrile